C[C@]1(C[C@]2(CN(C(O2)=O)C2=NC=CC=C2OC)CCC1)CN1C=NC2=C1C=C(C=C2)C#N 1-({(5s,7s)-7-methyl-3-[3-(methoxy)-2-pyridinyl]-2-oxo-1-oxa-3-azaspiro[4.5]decan-7-yl}methyl)-1H-benzimidazole-6-carbonitrile